NC(C/C=C/[C@H](CC(C)C)NC(OC(C)(C)C)=O)=O tert-Butyl (S,E)-(8-amino-2-methyl-8-oxooct-5-en-4-yl)carbamate